di(2,6-dimethoxyphenyl)triethylene glycol COC1=C(C(=CC=C1)OC)C(COCCOCCO)(C1=C(C=CC=C1OC)OC)O